5,5-dimethyl-2-chloro-1,3,2-dioxaphosphorinanyl phosphate P(=O)(OC1OP(OCC1(C)C)Cl)([O-])[O-]